(N,N-Dimethylcarbamoyl)methyl methyl (2E)-but-2-ene-1,4-dioate C(\C=C\C(=O)OC)(=O)OCC(N(C)C)=O